2,4-dinitro-phenol [N+](=O)([O-])C1=C(C=CC(=C1)[N+](=O)[O-])O